P(=O)([O-])([O-])[O-].[Na+].[Pr+3].BrC1=CC=C(C=C1)/C=C/C(=O)C=1C(=NC(=CC1O)Cl)OC (E)-3-(4-bromophenyl)-1-(6-chloro-4-hydroxy-2-methoxypyridin-3-yl)prop-2-en-1-one Praseodymium sodium phosphate